1-(2,3-Dichlorophenyl)-4-(2-(4-(4-methoxy-1H-pyrazol-1-yl)cyclohexyl)ethyl)piperazine ClC1=C(C=CC=C1Cl)N1CCN(CC1)CCC1CCC(CC1)N1N=CC(=C1)OC